C(CCCC#C)(=O)OCC(COC(CCCC#C)=O)(COC(CCCC#C)=O)NC(CCCCCCCCCCC(=O)OC(C)(C)C)=O 2-(12-(tert-butoxy)-12-oxododecanamido)-2-((hex-5-ynoyloxy)methyl)propane-1,3-diyl bis(hex-5-ynoate)